CN([C@H]1CN(CC1)C1=C(C=C(C(=C1)F)C=1C=NC(=NC1)N1CCOCC1)NC(=O)C1=CNC(C=C1C(F)(F)F)=O)C N-[2-[(3R)-3-(dimethylamino)pyrrolidin-1-yl]-4-fluoro-5-(2-morpholin-4-ylpyrimidin-5-yl)phenyl]-6-oxo-4-(trifluoromethyl)-1H-pyridine-3-carboxamide